C(C1=CC=CC=C1)(C1=CC=CC=C1)N1CCN(CC1)CC=1C(=C2C(N(C(C2=CC1)=O)C1C(NC(CC1)=O)=O)=O)F 5-((4-benzhydryl-piperazin-1-yl)methyl)-2-(2,6-dioxopiperidin-3-yl)-4-fluoroisoindoline-1,3-dione